C(=CC)C1=C(C(=C2C=CC=CC2=C1)C1=CC=CC2=CC=CC=C12)P(O)(=O)O propenyl-binaphthyl-phosphonic acid